cyclopentyl 2-(5-(trifluoromethyl)-1,2,4-oxadiazol-3-yl)-6,7-dihydrothieno[3,2-c]pyridine-5(4H)-carboxylate FC(C1=NC(=NO1)C1=CC=2CN(CCC2S1)C(=O)OC1CCCC1)(F)F